C(CCCCC)C=1C=C(C(=C(C1)O)[C@H]1[C@@H](CCC(=C1)C)C(=C)C)O (1'R,2'R)-4-Hexyl-5'-methyl-2'-(prop-1-en-2-yl)-1',2',3',4'-tetra-hydro-[1,1'-biphenyl]-2,6-diol